N,N-dibenzyl-1-(2,2-difluoropropyl)-1-azaspiro[4.5]decan-8-amine C(C1=CC=CC=C1)N(C1CCC2(CCCN2CC(C)(F)F)CC1)CC1=CC=CC=C1